Nickel Phosphin P.[Ni]